C1(CC1)[C@@H]1N(CC[C@@H](C1)O)C=1C=CC(=NC1C(=O)O)C=1C(=NC=CC1)OCC |r| rac-5-[cis-2-cyclopropyl-4-hydroxypiperidin-1-yl]-2'-ethoxy-[2,3'-bipyridine]-6-carboxylic acid